COC(C1=C(C=CC(=C1)Br)Br)=O 2,5-dibromobenzoic acid methyl ester